arsenous acid anhydride O[As](O)O